[Br-].[NH2+]1C=CC=C1 pyrrolium bromide